ClC1=NC=C(C(=N1)N1CC(CCC1)C(F)(F)F)Cl 2,5-dichloro-4-(3-(trifluoromethyl)piperidin-1-yl)pyrimidine